N-(4-(2-propylhydrazine-1-carbonyl)benzyl)benzo[b]thiophene-2-carboxamide C(CC)NNC(=O)C1=CC=C(CNC(=O)C2=CC3=C(S2)C=CC=C3)C=C1